(R)-(5-(2-(1-((5-bromo-2-nitropyridin-3-yl)oxy)ethyl)-4-fluorophenyl)-2-methyl-2H-1,2,3-triazol-4-yl)(1-ethyl-1H-pyrrol-3-yl)methanone BrC=1C=C(C(=NC1)[N+](=O)[O-])O[C@H](C)C1=C(C=CC(=C1)F)C=1C(=NN(N1)C)C(=O)C1=CN(C=C1)CC